5-(6-hydroxybenzofuran-2-yl)benzene-1,3-diol OC1=CC2=C(C=C(O2)C=2C=C(C=C(C2)O)O)C=C1